3,5-dichlorobenzene-1-carbaldehyde ClC=1C=C(C=C(C1)Cl)C=O